N-(4-(4-cyclopropylpiperazin-1-yl)phenyl)-3-fluoro-5-formyl-4-hydroxybenzoamide C1(CC1)N1CCN(CC1)C1=CC=C(C=C1)NC(C1=CC(=C(C(=C1)C=O)O)F)=O